bis-(2-dimethylaminoethyl)sulfonium CN(CC[SH+]CCN(C)C)C